ClC=1C=2C(N=C3N(C2C=CC1)C1=CC(=CC=C1C31CCCCC1)C1CN(CCC1)C1CCC(CC1)C=O)=O 4-(3-(4'-chloro-5'-oxo-5'H-spiro[cyclohexane-1,7'-indolo[1,2-a]quinazolin]-10'-yl)piperidin-1-yl)cyclohexane-1-carbaldehyde